C(#N)C1=CC=C2C(=CC=NC2=C1)COC1=CC=CC(=N1)C1CCN(CC1)CC1=NC2=C(N1C[C@H]1OCC1)C=C(C=C2)C(=O)OC(C)(C)C Tert-butyl (S)-2-((4-(6-((7-cyanoquinolin-4-yl) methoxy) pyridin-2-yl) piperidin-1-yl) methyl)-1-((oxetan-2-yl) methyl)-1H-benzo[d]imidazole-6-carboxylate